C(C)(=O)NC(C(=O)O)CCC(C)(C)C N-acetyl-2-amino-5,5-dimethylhexanoic acid